C(CCCCCCCCCCCCCCCCCCCCCCC)OCCCCCCCCCC Decyl tetracosyl ether